C(C1=CC=CC=C1)N1C(CCCC1)C1=CC=CC=C1 1-benzyl-2-phenyl-1,2,3,4,5,6-hexahydropyridine